ClC1=CC(=C(COC2=C(C=CC(=N2)N2C[C@@H](N(CC2)CC2=NC3=C(N2CCOC)C=CC=C3)C)F)C=C1)F 2-{[(2S)-4-{6-[(4-Chloro-2-fluorobenzyl)oxy]-5-fluoropyridin-2-yl}-2-methylpiperazin-1-yl]methyl}-1-(2-methoxyethyl)-1H-benzimidazol